methyl 2-(2-(difluoromethyl)-5-methoxypyridin-4-yl)-4-(4,4,5,5-tetramethyl-1,3,2-dioxaborolan-2-yl)benzoate FC(C1=NC=C(C(=C1)C1=C(C(=O)OC)C=CC(=C1)B1OC(C(O1)(C)C)(C)C)OC)F